NC1=C2C(CCOC2=C(C=C1)NC(C)=O)=O N-(5-amino-4-oxochroman-8-yl)acetamide